C(C)N=S(=O)(C1=C(N=C2N1C=C(C=C2)C2=NOC(=N2)C(F)(F)F)C)C (ethylimino)(methyl)(2-methyl-6-(5-(trifluoromethyl)-1,2,4-oxadiazol-3-yl)imidazo[1,2-a]pyridin-3-yl)-λ6-sulfanone